8-chloro-3-(4-((5,7-dimethoxy-4-oxo-2-(3,4,5-trimethoxyphenyl)-4H-chromen-3-yl)oxy)butyl)-6-methyl-quinazolin-4(3H)-one ClC=1C=C(C=C2C(N(C=NC12)CCCCOC1=C(OC2=CC(=CC(=C2C1=O)OC)OC)C1=CC(=C(C(=C1)OC)OC)OC)=O)C